(3-pyridyl)-alanine N1=CC(=CC=C1)N[C@@H](C)C(=O)O